BrC=1C=C(C=NC1)C=1N=NN(C1)C(C)N1C(C=C(C=C1)N1C[C@@H](CCC1)NCC1CCC1)=O 1-(1-(4-(5-bromopyridin-3-yl)-1H-1,2,3-triazol-1-yl)ethyl)-4-((R)-3-((cyclobutylmethyl)amino)piperidin-1-yl)pyridin-2(1H)-one